ClC1=C2COC(C2=CC=C1COC=1C=C2C(=CC(=NC2=CC1)C(=O)N1CC(CC1)(C)O)C(=O)N1CCCCC1)=O 4-chloro-5-(((2-(3-hydroxy-3-methylpyrrolidine-1-carbonyl)-4-(piperidine-1-carbonyl)quinolin-6-yl)oxy)methyl)isobenzofuran-1(3H)-one